CC1=NN(C(=C1)C)C=1N=C(C2=C(N1)N(C=C2)C)NC2=CC=C(C=C2)Cl 2-(3,5-dimethyl-1H-pyrazol-1-yl)-7-methyl-N-(4-chlorophenyl)-7H-pyrrolo[2,3-d]pyrimidin-4-amine